COC1=CC=C(C=C1)C=C 4-methoxy-1-vinyl-benzene